2,4-Dichloro-5-fluoronitrobenzene C1=C(C(=CC(=C1F)Cl)Cl)[N+](=O)[O-]